ClC1=CC=C(C=C1)C(C)(C#C)C=1N=C(SC1)NC(=O)N1CCNCC1 N-(4-(2-(4-chlorophenyl)but-3-yn-2-yl)thiazol-2-yl)piperazine-1-carboxamide